10,13-Dihydroxytriacontanoic acid OC(CCCCCCCCC(=O)O)CCC(CCCCCCCCCCCCCCCCC)O